C(C)OC(CCN1C(C(N=C(C2=C1C=CC(=C2)C(F)(F)F)C2=CC=CC=C2)C(CC)CC)=O)=O 3-(2-oxo-3-(pent-3-yl)-5-phenyl-7-(trifluoromethyl)-2,3-dihydro-1H-benzo[e][1,4]diazepin-1-yl)propionic acid ethyl ester